SC(C(=O)O)=CC1=CC=C(C=C1)OC alpha-mercapto-4-methoxycinnamic acid